NC=1C(=C(C=CC1)C1=C(C(=CC=C1)C1=CC=C(C(=N1)OC)CN1C[C@@H](CC1)NC(C)=O)Cl)C (R)-N-(1-((6-(3'-amino-2-chloro-2'-methyl-[1,1'-biphenyl]-3-yl)-2-methoxypyridin-3-yl)methyl)pyrrolidin-3-yl)acetamide